[2-Chloro-4-fluoro-5-(7-morpholin-4-yl-quinazolin-4-yl)phenyl]-(3-chloropyrazin-2-yl)-methanol ClC1=C(C=C(C(=C1)F)C1=NC=NC2=CC(=CC=C12)N1CCOCC1)C(O)C1=NC=CN=C1Cl